N1CCC(CC1)C(=O)OC(C(CCCC)NC([C@@H](CCC(F)(F)F)NC([C@@H](CC1=CC=CC=C1)NC(=O)OC(C)(C)C)=O)=O)=O [2-[[(2R)-2-[[(2R)-2-(tert-butoxycarbonylamino)-3-phenylpropionyl] amino]-5,5,5-trifluoro-pentanoyl] amino] hexanoyl] piperidine-4-carboxylate